O1CCC12CCCNC2 1-oxa-8-azaspiro[3.5]nonane